C(C1=CC=CC=C1)C1(C2(CCC(C1)C2(C)C)C)OCCN(CC)CC 2-benzyl-2-(2'-diethylaminoethoxy)-1,7,7-trimethylbicyclo[2.2.1]heptane